FC1=C(C=CC=C1)C=1N(C=CC1C=O)S(=O)(=O)C=1C=NC=CC1 (2-fluorophenyl)-1-(pyridine-3-sulfonyl)-1H-pyrrole-3-formaldehyde